C(\C=C\CCCCC)(=O)[O-] trans-2-octenate